4-(2-cyanopropan-2-yl)-N-(4-methyl-3-((3-methyl-4-oxo-3,4-dihydroquinazolin-6-yl)amino)phenyl)benzamide C(#N)C(C)(C)C1=CC=C(C(=O)NC2=CC(=C(C=C2)C)NC=2C=C3C(N(C=NC3=CC2)C)=O)C=C1